N[C@@H]1CN(CCC1)C(=O)OC(C)(C)C tert-butyl (S)-3-aminopiperidine-1-carboxylate